NC1=NC(=C(C(=N1)O)C)O 2-amino-4,6-dihydroxy-5-methyl-pyrimidine